C(C(=C)C)(=O)OCCOC(NCC1=CC=CC=C1)=O 2-[(benzylcarbamoyl)oxy]-ethyl methacrylate